NC(C)=CCC 2-amino-penta-2-en